trans-3-(chloromethyl)-5,6-diphenyl-5,6-dihydroimidazo[2,1-b]Thiazole hydrochloride Cl.ClCC=1N2C(SC1)=N[C@H]([C@@H]2C2=CC=CC=C2)C2=CC=CC=C2